indium molybdenum [Mo].[In]